N-[[2-(4-methoxy-2-pyridinyl)-3-methyl-1H-indol-5-yl]methyl]-4-methyl-pyrimidine-5-carboxamide COC1=CC(=NC=C1)C=1NC2=CC=C(C=C2C1C)CNC(=O)C=1C(=NC=NC1)C